1-methylpropyl 3-chlorophenylcarbamate ClC=1C=C(C=CC1)NC(OC(CC)C)=O